8-chloro-2-(1-ethoxyethenyl)-1,5-naphthyridine ClC=1C=CN=C2C=CC(=NC12)C(=C)OCC